4-bromo-5-phenyl-isothiazole BrC=1C=NSC1C1=CC=CC=C1